ClC=1C(N(N=C2C1N(C=C2C#N)CC2CC2)C2=CC1=CN(N=C1C=C2)C)=O 4-chloro-5-(cyclopropylmethyl)-2-(2-methyl-2H-indazol-5-yl)-3-oxo-2H,3H,5H-pyrrolopyridazine-7-carbonitrile